N3-(2-aminoethyl)-N6-(3,4-dichlorophenyl)-9H-carbazole-3,6-diamine NCCNC=1C=CC=2NC3=CC=C(C=C3C2C1)NC1=CC(=C(C=C1)Cl)Cl